7-amino-3-(2-fluoro-6-methyl-phenyl)-1-[(3R)-1-methylpyrrolidin-3-yl]-4H-pyrido[4,3-d]pyrimidin-2-one NC1=CC=2N(C(N(CC2C=N1)C1=C(C=CC=C1C)F)=O)[C@H]1CN(CC1)C